CN(CCCC(=O)OC(CCCCCCC1C(C1)CCCCCCCCCC(=O)[O-])CCCCCCCCC)C 10-[2-(7-{[4-(dimethylamino)butanoyl]oxy}hexadecyl)cyclopropyl]decanoate